[Ca+2].C(=O)[O-].C(=O)[O-] formic acid calcium salt